1-methyl-N-(1-methyl-5-(1-methyl-5-(methyl(2-(pyridin-2-yldisulfanyl)ethyl)carbamoyl)-1H-pyrrol-3-ylcarbamoyl)-1H-pyrrol-3-yl)-1H-imidazole-2-carboxamide CN1C(=NC=C1)C(=O)NC1=CN(C(=C1)C(NC1=CN(C(=C1)C(N(CCSSC1=NC=CC=C1)C)=O)C)=O)C